C1(=CCCC1)C=1C(=CC(=NC1)OC)OC=1C(=NC(=NC1)N)N 5-((5-(cyclopent-1-en-1-yl)-2-methoxy-pyridin-4-yl)oxy)pyrimidine-2,4-diamine